O1CCC(C2=NC=CC=C21)=O 2,3-dihydro-4H-pyrano[3,2-b]pyridin-4-one